tert-Butyl (3-(2-(dimethylamino)ethyl)-1H-indol-4-yl) adipate C(CCCCC(=O)OC1=C2C(=CNC2=CC=C1)CCN(C)C)(=O)OC(C)(C)C